(S)-3-((6-(ethanesulfonamido)-2-azaspiro[3.3]heptan-2-yl)methyl)pyrrolidin C(C)S(=O)(=O)NC1CC2(CN(C2)C[C@@H]2CNCC2)C1